C(C)(C)(C)OC(NC[C@H](C)OC1=NC=C(C=C1Cl)C(F)(F)F)=O (S)-(2-((3-chloro-5-(trifluoromethyl)pyridin-2-yl)oxy)propyl)carbamic acid tert-butyl ester